C(C)[C@@H]1CN(CCN1C(C)C=1C=C2N=CC=NC2=CC1)C=1C=2C(N(C(C1)=O)C)=CN(N2)CC#N (7-((3R)-3-ethyl-4-(1-(quinoxalin-6-yl)ethyl)piperazin-1-yl)-4-methyl-5-oxo-4,5-dihydro-2H-pyrazolo[4,3-b]pyridin-2-yl)acetonitrile